N(=C=O)C1=C(C=C(C(=C1C(C)C)N=C=O)C(C)C)C(C)C 2,4-diisocyanato-1,3,5-tris(1-methylethyl)-benzene